4-(4-((6-(benzyloxy)-2-(4-(methylsulfonyl)phenyl)naphthalene-1-yl)oxy)phenoxy)butyraldehyde C(C1=CC=CC=C1)OC=1C=C2C=CC(=C(C2=CC1)OC1=CC=C(OCCCC=O)C=C1)C1=CC=C(C=C1)S(=O)(=O)C